(R)-2-amino-5-(2,5-dimethoxyphenyl)-4-oxo-4,5-dihydrofuran-3-yl-5-d phenylmethanesulfonate C1(=CC=CC=C1)CS(=O)(=O)OC1=C(O[C@](C1=O)([2H])C1=C(C=CC(=C1)OC)OC)N